1-[3-(1-hydroxyethyl)-6-[5-[(6-methyl-4-methylsulfonyl-pyridazin-3-yl)amino]benzimidazol-1-yl]-2-pyridyl]-5-methyl-pyrazole-3-carbonitrile OC(C)C=1C(=NC(=CC1)N1C=NC2=C1C=CC(=C2)NC=2N=NC(=CC2S(=O)(=O)C)C)N2N=C(C=C2C)C#N